ClC=1C(=NC(=NC1)NC1CCOCC1)C1=CC=C2CN(C(C2=C1)=O)[C@@H](C(=O)N[C@H](CO)C1=NC(=C(C=C1)Cl)C)C (2R)-2-(6-{5-chloro-2-[(oxacyclohex-4-yl)amino]pyrimidin-4-yl}-1-oxo-2,3-dihydro-1H-isoindol-2-yl)-N-[(1S)-1-(5-chloro-6-methylpyridin-2-yl)-2-hydroxyethyl]propionamide